N[C@@]1(CN(C[C@H]1CCCB1OC(C(O1)(C)C)(C)C)S(N[C@@H](CNC(=O)OC(C)(C)C)C)(=O)=O)C(=O)O |r| (rac)-trans-3-amino-1-(N-((R)-1-((tert-butoxycarbonyl)amino)propan-2-yl)sulfamoyl)-4-(3-(4,4,5,5-tetramethyl-1,3,2-dioxaborolan-2-yl)propyl)pyrrolidine-3-carboxylic acid